Methyl (S)-3-(2'-(allylcarbamoyl)-6'-methyl-[1,1'-biphenyl]-3-yl)-3-aminopropanoate hydrochloride Cl.C(C=C)NC(=O)C1=C(C(=CC=C1)C)C1=CC(=CC=C1)[C@H](CC(=O)OC)N